FC1=C(CN2C(N([C@H](C3=CC=C(C=C23)C(=O)OC)C)C)=O)C(=CC(=C1)OC)F (S)-Methyl 1-(2,6-difluoro-4-methoxybenzyl)-3,4-dimethyl-2-oxo-1,2,3,4-tetrahydroquinazoline-7-carboxylate